(6R)-6-{[7-(ethylsulfanyl)-2-(1-methyl-1H-pyrazol-4-yl)[1,2,4]triazolo[1,5-c]quinazolin-5-yl]amino}-5-oxo-1,4-diazepan-1-carboxylic acid benzyl ester C(C1=CC=CC=C1)OC(=O)N1CCNC([C@@H](C1)NC1=NC=2C(=CC=CC2C=2N1N=C(N2)C=2C=NN(C2)C)SCC)=O